SC=1C=C2C(C=C(OC2=C(C1)S)C1=CC=CC=C1)=O 6,8-dimercapto-2-phenyl-4H-chromen-4-one